[Br-].C(CCCCCCCCCCCCCCC)[N+](CCCO)(C)C cetyl-dimethyl-hydroxypropyl-ammonium bromide